rel-ethyl (1S,5R,6S)-2-(methylsulfonamido)bicyclo[3.1.0]hexane-6-carboxylate CS(=O)(=O)N[C@H]1[C@@H]2[C@H]([C@@H]2CC1)C(=O)OCC |o1:5|